FC=1C=C(C2=C(C=C(O2)CCO)C1)I 2-(5-fluoro-7-iodobenzofuran-2-yl)ethan-1-ol